BrC1=CC2=C(C=N1)NC=1C2=NC=C(C1Cl)C(=O)N 8-bromo-4-chloro-5H-pyrrolo[3,2-b:5,4-c']dipyridine-3-carboxamide